7-amino-N-{3-fluoro-2-[3-(methoxymethyl)-4-(methylamino)pyrrolidin-1-yl]-5,6,7,8-tetrahydroquinolin-6-yl}-3-methylthieno[2,3-b]pyrazine-6-carboxamide NC1=C(SC2=NC(=CN=C21)C)C(=O)NC2CC=1C=C(C(=NC1CC2)N2CC(C(C2)NC)COC)F